FC[C@H](C)N1C=NC(=C1)C(=O)O (S)-1-(1-Fluoropropan-2-yl)-1H-imidazole-4-carboxylic acid